decanediol chloroacetate ClCC(=O)OC(CCCCCCCCC)O